C[N+]1=CN(C=C1)C(=O)OC1(CCC1)C(F)(F)F [1-(trifluoromethyl)cyclobutyl] 3-methylimidazol-3-ium-1-carboxylate